COC1=C(C=CC=C1)CC(C)=O o-methoxyphenyl-acetone